COC(C1=C(C(=CC(=C1)Br)NC1CC(OC(C1)C)C)C)=O 5-bromo-3-((2,6-dimethyltetrahydro-2H-pyran-4-yl)amino)-2-methylbenzoic acid methyl ester